Cl.C(C)[C@H]1OC2=C(CNC1)C=CC(=C2)F (R)-2-Ethyl-8-fluoro-2,3,4,5-tetrahydrobenzo[f][1,4]oxazepine hydrochloride